COC1CC=C(C1)B1OC(C(O1)(C)C)(C)C 2-(4-methoxycyclopent-1-en-1-yl)-4,4,5,5-tetramethyl-1,3,2-dioxaborolane